[Si](C)(C)(C(C)(C)C)O[C@@H]([C@H](CC=1SC(=C(N1)C(C(=O)O)C)C)OC1CCCC1)C1=CC(=C(C(=C1)OC)C)OC (2-((2S,3R)-3-((tert-Butyldimethylsilyl)oxy)-2-(cyclopentyloxy)-3-(3,5-dimethoxy-4-methylphenyl)propyl)-5-methylthiazol-4-yl)propanoic acid